C(C)(C)(C)OC(=O)N(C(OC(C)(C)C)=O)C1=NN2C(C=C(C=C2)C2=C(C(=C(C=C2)Cl)OCCC(C(C)(O[Si](CC)(CC)CC)C2=CC=C(C=C2)F)(F)F)F)=N1 tert-butyl (tert-butoxycarbonyl)(7-(4-chloro-3-((3,3-difluoro-4-(4-fluorophenyl)-4-((triethylsilyl)oxy)pentyl)oxy)-2-fluorophenyl)-[1,2,4]triazolo[1,5-a]pyridin-2-yl)carbamate